ClC=1C(=NC(=NC1)C(=O)N[C@@H]1C(N(C2=C(OC1)C=C(C=N2)F)C)=O)C2=CC(=CC(=C2)F)F (S)-5-chloro-4-(3,5-difluorophenyl)-N-(8-fluoro-5-methyl-4-oxo-2,3,4,5-tetrahydropyrido[3,2-b]-[1,4]oxazepin-3-yl)pyrimidine-2-carboxamide